5-(2-Fluoro-6-methoxyphenyl)-3-(4-(4-methoxy-4-methylpiperidin-1-yl)phenyl)-1H-pyrazolo[4,3-c]pyridazin-6(5H)-on FC1=C(C(=CC=C1)OC)N1N=C2C(=CC1=O)NN=C2C2=CC=C(C=C2)N2CCC(CC2)(C)OC